3,5-dibromo-1-(3,4-dihydroxy-butyl)pyrazole-4-carboxylic acid ethyl ester C(C)OC(=O)C=1C(=NN(C1Br)CCC(CO)O)Br